C1(=CC=CC=C1)C1OC(C2=C(O1)C=CC=C2)=S 2-phenyl-4H-benzo[d][1,3]dioxine-4-thione